O=S1(CC2(C1)CC(C2)NC2=NC=CC(=N2)C2=C(N=C(S2)C(C)(C)F)C=2C(=C(C=CC2)NS(=O)(=O)C2=C(C=CC=C2F)F)F)=O N-(3-(5-(2-((2,2-dioxido-2-thiaspiro[3.3]heptan-6-yl)amino)pyrimidin-4-yl)-2-(2-fluoropropan-2-yl)thiazol-4-yl)-2-fluorophenyl)-2,6-difluorobenzenesulfonamide